C(N)(=N)[Sn+] amidinotin (II)